[5-[5-[2-(cyclopropanecarbonylamino)imidazo[1,2-a]pyridin-5-yl]-6-oxo-1H-pyridin-3-yl]-2-furyl]phosphonic acid C1(CC1)C(=O)NC=1N=C2N(C(=CC=C2)C2=CC(=CNC2=O)C2=CC=C(O2)P(O)(O)=O)C1